N[C@@H]1[C@@H](OCC12CCN(CC2)C=2N(C(C1=C(N2)NN=C1C#CC1=C(C=CC=C1)F)=O)C)C 6-((3S,4S)-4-amino-3-methyl-2-oxa-8-azaspiro[4.5]decan-8-yl)-3-((2-fluorophenyl)ethynyl)-5-methyl-1,5-dihydro-4H-pyrazolo[3,4-d]pyrimidin-4-one